C1(CC1)N1C[C@@H](CCC1)NC(CN1N=C(N2C(C1=O)=CC1=C2SC=C1)COC)=O (R)-N-(1-CYCLOPROPYLPIPERIDIN-3-YL)-2-(8-(METHOXYMETHYL)-5-OXOTHIENO[3',2':4,5]PYRROLO[1,2-D][1,2,4]TRIAZIN-6(5H)-YL)ACETAMIDE